1-(4-((4-((4-((6-chloropyridin-3-yl)oxy)-2-(2-hydroxypropan-2-yl)phenyl)amino)-7-methoxyquinazoline-6-yl)oxy)piperidin-1-yl)prop-2-en-1-one ClC1=CC=C(C=N1)OC1=CC(=C(C=C1)NC1=NC=NC2=CC(=C(C=C12)OC1CCN(CC1)C(C=C)=O)OC)C(C)(C)O